(R)-2-bromo-7-((S)-4,4-difluoropyrrolidin-2-yl)-4,4-difluoro-4,5,7,8-tetrahydro-3H-1-thia-5a,8-diazabenzo[cd]azulen-9(6H)-one BrC=1SC=2C(N[C@H](CN3C2C1CC(C3)(F)F)[C@H]3NCC(C3)(F)F)=O